FC=1C(=NC(=NC1)N1CCC(CC1)C(=O)N1OCC[C@H]1C1=NC=C(N=C1)C)N1C(C2(CC2)CC1)=O 5-[5-fluoro-2-[4-[(3S)-3-(5-methylpyrazin-2-yl)-1,2-oxazolidine-2-carbonyl]piperidin-1-yl]pyrimidin-4-yl]-5-azaspiro[2.4]heptan-4-one